2-[3-(1,3-dicarboxypropyl)ureido]-pentanedioic acid C(=O)(O)C(CCC(=O)O)NC(NC(C(=O)O)CCC(=O)O)=O